(E)-3-((4-methoxy-3-((E)-4-(piperidin-1-ylmethyl)styryl)-1H-indazol-6-yl)methylene)-4-phenylpyrrolidin-2-one trifluoroacetate FC(C(=O)O)(F)F.COC1=C2C(=NNC2=CC(=C1)\C=C/1\C(NCC1C1=CC=CC=C1)=O)\C=C\C1=CC=C(C=C1)CN1CCCCC1